N[C@H]1[C@@H]2N(C[C@H]1CC2)C(=O)C2=CC1=C(N(C(=N1)C=1N(C=3C4=C(C=CC3C1)OCCN4)CC4CC4)C)C(=C2)F ((1R,4R,7R)-7-amino-2-azabicyclo[2.2.1]heptan-2-yl)(2-(9-(cyclopropylmethyl)-1,2,3,9-tetrahydro-[1,4]oxazino[2,3-g]indol-8-yl)-7-fluoro-1-methyl-1H-benzo[d]imidazol-5-yl)methanone